3-methyl-1-(2-naphthyl)butan-1-one Methyl-2-(((tert-butoxycarbonyl)amino)methyl)-3-chloro-5-methylbenzofuran-7-carboxylate COC(=O)C1=CC(=CC=2C(=C(OC21)CNC(=O)OC(C)(C)C)Cl)C.CC(CC(=O)C2=CC1=CC=CC=C1C=C2)C